C(C)(=O)N1CCC(CC1)C(=O)N(C)[C@H](C(F)F)C1=CC=C(C=C1)NC=1C(=C2C(=NC1)SC(=N2)C)[C@H](C(F)(F)F)OC 1-acetyl-N-{(1S)-2,2-difluoro-1-[4-({2-methyl-7-[(1R)-2,2,2-trifluoro-1-methoxyethyl][1,3]thiazolo[5,4-b]pyridin-6-yl}amino)phenyl]ethyl}-N-methylpiperidine-4-carboxamide